NC1=CC=CC(=N1)C(=O)C1CCN(CC1)C (6-Amino-pyridin-2-yl)-(1-methyl-piperidin-4-yl)-methanon